C(C)(C)(C)OC(=O)N1CCN(CC1)C(C(=O)OCC)C(=O)OCC diethyl 2-(4-(tert-butoxycarbonyl)piperazin-1-yl)malonate